FC=1C(C[C@H]2CC([C@H]3[C@@H]4CC[C@H]([C@@H](CCC(=O)O)C)[C@]4(CC[C@@H]3[C@]2(C1)C)C)=O)=O 2-fluoro-3,7-dioxo-5beta-chol-1-enoic acid